FC(COC1=C(C=CC=C1)C=1C=2N(C=C(C1)C(F)(F)F)C=C(N2)[C@@H](C)O)(F)F |o1:23| (R or S)-1-(8-(2-(2,2,2-trifluoroethoxy)phenyl)-6-(trifluoromethyl)imidazo[1,2-a]pyridin-2-yl)ethan-1-ol